N-(7,8-Dichloro-1,5,5-trimethyl-2-oxo-1,2,3,4,5,6-hexahydroazepino[4,5-b]indol-10-yl)-2-hydroxyacetamide ClC1=C(C=C(C=2C3=C(NC12)C(CNC(C3C)=O)(C)C)NC(CO)=O)Cl